ClC1=C(C(=NC2=CC(=C(C=C12)Cl)OC)C)C1=CC=C(C=C1)C1=CC(=CC=C1)SC(F)(F)F 4,6-Dichloro-7-methoxy-2-methyl-3-(3'-((trifluoromethyl)thio)-[1,1'-biphenyl]-4-yl)quinoline